(2R,3aR,6S,7aS)-2-(4-bromophenoxy)-3a-methyl-6-(prop-1-en-2-yl)hexahydrobenzo[d][1,3,2]oxathiaphosphole 2-sulfide BrC1=CC=C(O[P@]2(O[C@@H]3[C@](S2)(CC[C@@H](C3)C(=C)C)C)=S)C=C1